FC(C1=NN=C2N1C=C(C=C2)C=2C=NC(=C(C2)F)OC2CC(C2)(F)F)(OC)F 3-(difluoro(methoxy)methyl)-6-(6-(3,3-difluoro-cyclobutoxy)-5-fluoropyridin-3-yl)-[1,2,4]triazolo[4,3-a]pyridine